ClC1=C2NC=C(CC(N)C)C2=CC=C1 7-Chloro-α-methyltryptamine